CC1=C(C=C2N(C(C=3N(C2=C1)C=CN3)=O)C=3C(=NC=CC3)C)C(F)(F)F 8-Methyl-5-(2-methylpyridin-3-yl)-7-(trifluoromethyl)imidazo[1,2-a]quinoxalin-4(5H)-one